propynamine C(#CC)N